2-{3-[(3S)-3-(propan-2-yl)piperazin-1-yl]-1,2,4-triazin-6-yl}-5-(1,2,5-thiadiazol-3-yl)phenol trifluoroacetate FC(C(=O)O)(F)F.CC(C)[C@H]1CN(CCN1)C=1N=NC(=CN1)C1=C(C=C(C=C1)C1=NSN=C1)O